(1R,3S)-3-(3-{[(6-meth-ylpyridin-2-yl)acetyl]-amino}-1H-pyrazol-5-yl)-cyclopentyl (1-methyl-cyclopropyl)carbamate CC1(CC1)NC(O[C@H]1C[C@H](CC1)C1=CC(=NN1)NC(CC1=NC(=CC=C1)C)=O)=O